1-hexyl-3-((triisopropylsilyl)oxy)piperidin-2-one C(CCCCC)N1C(C(CCC1)O[Si](C(C)C)(C(C)C)C(C)C)=O